2-(4-((6,7-dimethoxy-2-methylquinazolin-4-yl)oxy)-2-fluorophenyl)-2-oxoacetic acid COC=1C=C2C(=NC(=NC2=CC1OC)C)OC1=CC(=C(C=C1)C(C(=O)O)=O)F